(2R,4R)-2-(4-boronobutyl)-4-(dimethylamino)pyrrolidine-2-carboxylic acid B(O)(O)CCCC[C@]1(NC[C@@H](C1)N(C)C)C(=O)O